N-(2-cyclopropyl-4-iodo-5-methylphenyl)-N-(2,5-dimethyl-2H-pyrazolo[3,4-b]pyridin-6-yl)but-2-ynamide C1(CC1)C1=C(C=C(C(=C1)I)C)N(C(C#CC)=O)C=1C(=CC=2C(N1)=NN(C2)C)C